COC=1C=C(C=CC1OC)C(=O)C1=CC=C(C=C1)C(F)(F)F (3,4-dimethoxyphenyl)-[4-(trifluoromethyl)phenyl]methanone